C(C1=CC=CC=C1)OC(=O)[C@H]1N(C[C@](C1)(CO)F)C(CNC(CCCOC1=CC=CC=C1)=O)=O (2S,4R)-4-fluoro-4-(hydroxymethyl)-1-((4-phenoxybutyryl)glycyl)-pyrrolidine-2-carboxylic acid benzyl ester